Imidazo[2,1-c][1,4]Oxazine-8-carboxamide N1=CCN2C1=C(OC=C2)C(=O)N